gamma-(methacryloyloxy)propyltriisopropoxysilane C(C(=C)C)(=O)OCCC[Si](OC(C)C)(OC(C)C)OC(C)C